1-(4-chloro-5-methylpyridin-2-yl)azetidin ClC1=CC(=NC=C1C)N1CCC1